1-(4-((7-methoxy-4-((2-methoxy-5-(1-methyl-1H-pyrazol-3-yl)phenyl)amino)quinazolin-6-yl)oxy)piperidin-1-yl)prop-2-en-1-one COC1=C(C=C2C(=NC=NC2=C1)NC1=C(C=CC(=C1)C1=NN(C=C1)C)OC)OC1CCN(CC1)C(C=C)=O